S1C=CC=N1 5-azathiophene